3,4,4a,5,8,8a-hexahydro-3',7-dimethylspiro[1,4-methanonaphthalene-2(1H),2'-oxirane] CC1C2(O1)C1C3CC(=CCC3C(C2)C1)C